CCCCCCCCCCCCCCCC(=O)OC[C@H](COC(=O)CCCCCCC/C=C\\CCCCCCCC)OC(=O)CCCCCCC/C=C\\C/C=C\\CCCCC The molecule is a triacylglycerol 52:3 in which the acyl groups at positions 1, 2 and 3 are specified as palmitoyl, linoleoyl and oleoyl respectively. It has a role as a Caenorhabditis elegans metabolite and a mouse metabolite. It is a triacyl-sn-glycerol, a triacylglycerol 52:3 and a linoleoyl containing 1,2,3-triacyl-sn-glycerol.